2-(6-amino-5-ethylsulfanyl-3-pyridyl)-2-methyl-propionitrile NC1=C(C=C(C=N1)C(C#N)(C)C)SCC